[N+](=[N-])=CC(=O)C12C(C(C1)(C2)C2=CC=C(C=C2)C(F)(F)F)(F)F 2-diazo-1-(2,2-difluoro-3-(4-(trifluoromethyl)phenyl)bicyclo[1.1.1]pentan-1-yl)ethan-1-one